(R)-5-(1,4-dimethyl-1H-1,2,3-triazole-5-yl)-3'-(2-((2S,5S)-2-(4-fluorophenyl)-5-methylpyrrolidin-1-yl)-2-oxoethyl)-2,3-dihydrospiro[indene-1,5'-oxazolidine]-2',4'-dione CN1N=NC(=C1C=1C=C2CC[C@]3(C(N(C(O3)=O)CC(=O)N3[C@@H](CC[C@@H]3C)C3=CC=C(C=C3)F)=O)C2=CC1)C